racemic-2-[(5-chloro-4-fluoro-1H-benzimidazol-2-yl)(1-methylpiperidin-4-yloxy)methyl]phenol ClC1=C(C2=C(NC(=N2)[C@@H](C2=C(C=CC=C2)O)OC2CCN(CC2)C)C=C1)F |r|